NC=1C2=C(N=CN1)N(C=C2C=2C=C(CNC(OCC)=O)C=CC2)[C@@H]2C[C@@H](C2)CN2CCC2 ethyl 3-(4-amino-7-(cis-3-(azetidin-1-ylmethyl)cyclobutyl)-7H-pyrrolo[2,3-d]pyrimidin-5-yl)benzylcarbamate